C1(CC1)NS(=O)(=O)C1=C(C=CC=C1)[N+](=O)[O-] N-cyclopropyl-2-nitrobenzenesulfonamide